sodium 4-(5-(3,5-Dichlorophenyl)-5-(trifluoromethyl)-4,5-dihydroisoxazol-3-yl)-2-methylbenzoate ClC=1C=C(C=C(C1)Cl)C1(CC(=NO1)C1=CC(=C(C(=O)[O-])C=C1)C)C(F)(F)F.[Na+]